(2S)-1-[2-[4-[(2-oxo-benzopyran-4-yl)amino]-1-piperidinyl]acetyl]pyrrolidine-2-carbonitrile O=C1OC2=C(C(=C1)NC1CCN(CC1)CC(=O)N1[C@@H](CCC1)C#N)C=CC=C2